ethyl (S or R)-3-(1-(2-hydroxy-2-methylpropyl)-1H-pyrazol-4-yl)cyclohex-3-ene-1-carboxylate OC(CN1N=CC(=C1)C=1C[C@H](CCC1)C(=O)OCC)(C)C |o1:10|